FC(C1=CC=2N(C3=CC=CC=C3SC2C=C1)CCC(=O)O)(F)F 3-(2-(trifluoromethyl)-10H-phenothiazin-10-yl)propionic acid